(2R,5R)-3-(4-amino-3-nitrophenylethyl)-2-(1-(4-bromophenyl)-3-(4-fluorophenyl)-1H-pyrazol-4-yl)-5-methyloxazolidin-4-one NC1=C(C=C(C=C1)CCN1[C@H](O[C@@H](C1=O)C)C=1C(=NN(C1)C1=CC=C(C=C1)Br)C1=CC=C(C=C1)F)[N+](=O)[O-]